C(C)OC1=NC=2C(CCC(C2C=C1)N)OC1=CC=C(C=C1)C(F)(F)F 2-ethoxy-8-{4-(trifluoromethyl)phenoxy}-5,6,7,8-tetrahydroquinolin-5-amine